CC1N(C(COC1)C)C(=O)N[C@@H](CCOCCCCC1=NC=2NCCCC2C=C1)C(=O)O N-(3,5-dimethylmorpholine-4-carbonyl)-O-(4-(5,6,7,8-tetrahydro-1,8-naphthyridin-2-yl)butyl)homoserine